7-((1-(1H-pyrazol-4-yl)piperidin-4-yl)methyl)-2,7-diazaspiro[3.5]nonane-2-carboxylic acid tert-butyl ester C(C)(C)(C)OC(=O)N1CC2(C1)CCN(CC2)CC2CCN(CC2)C=2C=NNC2